2-[3-[5-[3-(3-methoxyphenyl)pyrazol-1-yl]-7-morpholino-pyrazolo[1,5-a]pyrimidin-2-yl]-5-methyl-pyrazol-1-yl]-N,N-dimethyl-ethylamine COC=1C=C(C=CC1)C1=NN(C=C1)C1=NC=2N(C(=C1)N1CCOCC1)N=C(C2)C2=NN(C(=C2)C)CCN(C)C